3-(4-Hydroxybenzyl)-1-(thiophen-2-Yl)Chromeno[2,3-C]Pyrrol-9(2H)-One OC1=CC=C(CC=2NC(=C3C2OC=2C=CC=CC2C3=O)C=3SC=CC3)C=C1